tert-Butyl N-(1-(6-(3-(benzyloxy)-4-methoxyphenyl)-5-bromo-4-cyanopyridin-2-yl)piperidine-4-yl)carbamate C(C1=CC=CC=C1)OC=1C=C(C=CC1OC)C1=C(C(=CC(=N1)N1CCC(CC1)NC(OC(C)(C)C)=O)C#N)Br